BrC1=CC(=CC2=C1N(C(=N2)C)CC2(CC2)CN(C(OC(C)(C)C)=O)C)F tert-butyl N-[[1-[(7-bromo-5-fluoro-2-methyl-benzimidazol-1-yl)methyl]cyclopropyl]methyl]-N-methyl-carbamate